ClC1=CC=C(C(=N1)C(=NO)N)O[C@H](C)C=1C=C(C=C2C(C(=C(OC12)C1=NC(=CC=C1)F)C)=O)C 6-Chloro-3-[(1R)-1-[2-(6-fluoro-2-pyridyl)-3,6-dimethyl-4-oxo-chromen-8-yl]ethoxy]-N'-hydroxy-pyridine-2-carboxamidine